(R)-1-((7-(6-chloro-1-(5-azaspiro[3.4]octan-7-yl)-1,2,3,4-tetrahydroquinolin-8-yl)thieno[3,2-b]pyridin-2-yl)methyl)pyrrolidine-2,5-dione ClC=1C=C2CCCN(C2=C(C1)C1=C2C(=NC=C1)C=C(S2)CN2C(CCC2=O)=O)[C@H]2CNC1(CCC1)C2